5-(3-aminophenyl)-2,5-dimethyl-1,1-dioxo-1,2,4-thiadiazin NC=1C=C(C=CC1)C1(N=CN(S(C1)(=O)=O)C)C